BrC1=CC=C2C=NN(C2=C1)CCl 6-bromo-1-(chloromethyl)-1H-indazole